6-(7-Ethyl-2-methyl-2H-indazol-5-yl)-N-methyl-N-(2,2,6,6-tetramethylpiperidin-4-yl)-1,3-benzothiazol-2-amin C(C)C1=CC(=CC2=CN(N=C12)C)C1=CC2=C(N=C(S2)N(C2CC(NC(C2)(C)C)(C)C)C)C=C1